(Sa)-6-(1-((S)-1-([1,1'-Biphenyl]-4-yl)ethyl)-4-fluoro-1H-indol-7-carboxamido)spiro[3.3]-heptan C1(=CC=C(C=C1)[C@H](C)N1C=CC2=C(C=CC(=C12)C(=O)NC1CC2(CCC2)C1)F)C1=CC=CC=C1